2-(4-((2-aminothiazol-5-yl)methyl)-3-methylpiperazin-1-yl)-N-phenylacetamide NC=1SC(=CN1)CN1C(CN(CC1)CC(=O)NC1=CC=CC=C1)C